ClC=1C=CC2=C(N=C(O2)C2CC3(CC(C3)NC(=O)C3CNS(C3)(=O)=O)C2)C1 N-[6-(5-chloro-1,3-benzoxazol-2-yl)spiro[3.3]heptan-2-yl]-1,1-dioxo-1,2-thiazolidine-4-carboxamide